BrC1=CN=C2N1C=CNC2=O 3-bromo-7H-imidazo[1,2-a]pyrazin-8-one